4-Chloro-3'-(2-cyclopentyl-1-oxo-2,3-dihydro-1H-isoindol-5-yloxymethyl)-biphenyl-3-carboxylic acid ClC1=C(C=C(C=C1)C1=CC(=CC=C1)COC=1C=C2CN(C(C2=CC1)=O)C1CCCC1)C(=O)O